CN(C)S(=O)(=O)[O-] N,N-dimethylaminosulfonate